ClC1=CC=C2C(=CC=NC2=C1)N1CCN(CC1)S(=O)(=O)C1=CC=CC=C1 7-chloro-4-(4-(phenylsulfonyl)piperazin-1-yl)quinoline